ClC=1C(=C(C(=CC1)C(F)F)C1=CN=CC(=N1)C(=O)NC=1C=NN(C1)C(C)C=1C=NC(=NC1)N1C(C2CC2C1)C(=O)N)F (cis)-3-(5-(1-(4-(6-(3-chloro-6-(difluoromethyl)-2-fluorophenyl)pyrazine-2-carboxamido)-1H-pyrazol-1-yl)ethyl)pyrimidin-2-yl)-3-azabicyclo[3.1.0]hexane-2-carboxamide